methyl 7-bromo-6-hydroxy-2-(3-iodophenyl)-2-methylheptanoate BrCC(CCCC(C(=O)OC)(C)C1=CC(=CC=C1)I)O